(3S)-tert-butyl 3-(6-chloro-8-(6-fluoro-2-(hydroxymethyl)thieno[3,2-b]pyridin-7-yl)-3,4-dihydroquinolin-1(2H)-yl)pyrrolidine-1-carboxylate ClC=1C=C2CCCN(C2=C(C1)C1=C2C(=NC=C1F)C=C(S2)CO)[C@@H]2CN(CC2)C(=O)OC(C)(C)C